[(2R,3S,4R,5R)-5-{4-aminopyrrolo[2,1-f][1,2,4]triazin-7-yl}-5-cyano-3,4-dihydroxyoxolan-2-yl]methyl (2S)-3-methyl-2-(3-methylbutanamido)butanoate CC([C@@H](C(=O)OC[C@H]1O[C@@]([C@@H]([C@@H]1O)O)(C#N)C1=CC=C2C(=NC=NN21)N)NC(CC(C)C)=O)C